methyl 4-((2R,3S,4S,5S)-4-(aminomethyl)-3-(3-chlorophenyl)-4-(4-chlorophenyl)-5-neopentylpyrrolidine-2-carboxamido)-3-methoxybenzoate NC[C@]1([C@@H]([C@@H](N[C@H]1CC(C)(C)C)C(=O)NC1=C(C=C(C(=O)OC)C=C1)OC)C1=CC(=CC=C1)Cl)C1=CC=C(C=C1)Cl